ethyl 7-bromo-2-phenyl-pyrazolo[1,5-a]pyridine-3-carboxylate BrC1=CC=CC=2N1N=C(C2C(=O)OCC)C2=CC=CC=C2